COC=1C(=C2C=CNC2=C(C1)C)CN1[C@@H](CC2(CC(C2)C(F)(F)F)CC1)C1=CC=C(C(=O)NCC(=O)O)C=C1 (4-((2R,4r,6S)-7-((5-methoxy-7-methyl-1H-indol-4-yl)methyl)-2-(trifluoromethyl)-7-azaspiro[3.5]nonan-6-yl)benzoyl)glycine